tert-Butyl (5R,6S)-5-(((5-chloropyridin-2-yl)amino)methyl-d2)-2,2-difluoro-6-methylmorpholine-4-carboxylate ClC=1C=CC(=NC1)NC([C@@H]1[C@@H](OC(CN1C(=O)OC(C)(C)C)(F)F)C)([2H])[2H]